(R,E)-6-(((2R,3R,5R,6S)-5-((tert-butyldiphenylsilyl)oxy)-3-hydroxy-6-methyltetrahydro-2H-pyran-2-yl)oxy)hept-2-enoic acid [Si](C1=CC=CC=C1)(C1=CC=CC=C1)(C(C)(C)C)O[C@@H]1C[C@H]([C@@H](O[C@H]1C)O[C@@H](CC/C=C/C(=O)O)C)O